2-((7-Methoxynaphthalen-2-yl)oxy)-N-(naphthalen-2-ylsulfonyl)acetamide COC1=CC=C2C=CC(=CC2=C1)OCC(=O)NS(=O)(=O)C1=CC2=CC=CC=C2C=C1